trans-4-(2,2-dimethyl-3-((3-(trifluoromethyl)pyridin-2-yl)oxy)propanamido)-3-methylpiperidine-1-carboxylic acid tert-butyl ester C(C)(C)(C)OC(=O)N1C[C@H]([C@@H](CC1)NC(C(COC1=NC=CC=C1C(F)(F)F)(C)C)=O)C